2-amino-1,7-dihydro-6H-purine-6-thione NC=1NC(C=2NC=NC2N1)=S